(2-bromoethyl)-2-(trifluoromethyl)benzamide BrCCC=1C(=C(C(=O)N)C=CC1)C(F)(F)F